3-(trimethoxysilylpropyl)-1,3-xylylenediamine CO[Si](OC)(OC)CCCC1(CC(=CC=C1)CN)CN